C(=O)NC1=C(C(=NC=C1)C(=O)N[C@H](C(=O)OC(C(C1=CC=CC=C1)C1=CC=CC=C1)C)C)O (1-methyl-2,2-diphenyl-ethyl) (2S)-2-[(4-formamido-3-hydroxy-pyridine-2-carbonyl)amino]propanoate